P(O)(O)(O)=O.N1=C(N)N=C(N)N=C1N melamine monophosphorate